C12(CC3CC(CC(C1)C3)C2)CC2=NOC(=N2)[C@H](CC=2N=CNC2)NC([C@H](CC2=C(C=C(C=C2C)O)C)NC([C@@H](CCN)NC(=N)N)=O)=O (R)-N-((S)-1-(((S)-1-(3-(adamantan-1-ylmethyl)-1,2,4-oxadiazol-5-yl)-2-(1H-imidazol-4-yl)ethyl)amino)-3-(4-hydroxy-2,6-dimethylphenyl)-1-oxopropan-2-yl)-4-amino-2-guanidino-butanamide